BrC1=CC(=C2C(NNC(C2=C1)=O)C1=C(C=CC(=C1)F)Cl)[N+](=O)[O-] 7-bromo-4-(2-chloro-5-fluorophenyl)-5-nitro-3,4-dihydro-phthalazin-1(2H)-one